C1(CC1)N1CCN(CC1)C1=CC=C(C=C1)NC(C1=CC(=C(C(=C1)C=O)O)F)=O N-(4-(4-cyclopropylpiperazin-1-yl)phenyl)-3-fluoro-5-formyl-4-hydroxybenzamide